C(#N)C1CN(C1)S(=O)(=O)N1C[C@H](CCC1)C(=O)N1[C@H](CCC1)C(=O)N[C@H](C)C1=CC(=C(C=C1)F)C 1-(((3S)-1-((3-cyano-1-azetidinyl)sulfonyl)-3-piperidinyl)carbonyl)-N-((1R)-1-(4-fluoro-3-methylphenyl)ethyl)-D-prolinamide